C(C)(C)(C)OC(=O)N[C@H](C(=O)OCC#N)CC=1C=NC(=NC1)C#N Cyanomethyl (S)-2-((tert-butoxy-carbonyl)amino)-3-(2-cyanopyrimidin-5-yl)propanoate